(S)-4-(5-chloro-2-(isopropylamino)pyridin-4-yl)-N-(1-(3-chlorophenyl)-2-hydroxyethyl)-1H-pyrrole-2-carboxamide ClC=1C(=CC(=NC1)NC(C)C)C=1C=C(NC1)C(=O)N[C@H](CO)C1=CC(=CC=C1)Cl